C(#N)C1=CC(=C(COC2=NC3=C4CCN(CC4=CC=C3C=C2)CC2=NC3=C(N2C[C@H]2OCC2)C=C(C=C3)C(=O)OC)C=C1)F methyl (S)-2-((2-((4-cyano-2-fluorobenzyl) oxy)-9,10-dihydro-1,8-phenanthroline-8(7H)-yl) methyl)-1-((oxetan-2-yl) methyl)-1H-benzo[d]imidazole-6-carboxylate